CC1=NOC(C1)(C(=O)O)C 3,5-DIMETHYL-4,5-DIHYDROISOXAZOLE-5-CARBOXYLIC ACID